CN([C@H]1CN(CC1)C1=C(C=C(C=C1)NC1=NC=C(C(=N1)C1=CNC2=C(C=CC=C12)C)C(F)(F)F)NC(C)=O)C (R)-N-(2-(3-(dimethylamino)pyrrolidin-1-yl)-5-((4-(7-methyl-1H-indol-3-yl)-5-(trifluoromethyl)pyrimidin-2-yl)amino)phenyl)acetamide